O1COC2=C1C=CC(=C2)C(=O)C2=C(C(N(C2C2=C(C=CC=C2)F)CCCN2CCOCC2)=O)O 4-(1,3-benzodioxol-5-ylcarbonyl)-5-(2-fluorophenyl)-3-hydroxy-1-[3-(4-morpholinyl)propyl]-1,5-dihydro-2H-pyrrol-2-one